N-(2-aminophenyl)-4-[[[4-(3-pyridyl)pyrrolo[2,1-f][1,2,4]triazin-2-yl]amino]methyl]benzamide NC1=C(C=CC=C1)NC(C1=CC=C(C=C1)CNC1=NN2C(C(=N1)C=1C=NC=CC1)=CC=C2)=O